FC1(CC2(CC(C2)C2=NC(=NC3=C2N=C(N(C3=O)C)C)N3CC(OCC3)C=3C=NN(C3)C)C1)F 8-(6,6-Difluorospiro[3.3]hept-2-yl)-2,3-dimethyl-6-(2-(1-methyl-1H-pyrazol-4-yl)morpholino)pyrimido[5,4-d]pyrimidin-4(3H)-one